Cl.Cl.C12N(CC(NC1)CC2)CC2=C(N=C1N2C=CC=N1)C1=CC=C(C=C1)C(C)C 3-(2,5-diazabicyclo[2.2.2]oct-2-ylmethyl)-2-(4-isopropylphenyl)imidazo[1,2-a]pyrimidine dihydrochloride